S1C=CC(=C1)O Thiophen-4-ol